ClC=1C=C(C=C(C1)Cl)C=1OC2=C(N1)C=CC(=C2)C(=O)OCCN 2-aminoethyl 2-(3,5-dichlorophenyl)benzo[d]oxazole-6-carboxylate